1-(2-(pyridin-3-yl)ethyl)piperazine N1=CC(=CC=C1)CCN1CCNCC1